(2-Fluoro-6-(trifluoromethoxy)phenyl)boronic acid FC1=C(C(=CC=C1)OC(F)(F)F)B(O)O